bis[2,2-bis(3-oxo-butanoyloxymethyl)butyl] hexanedioate C(CCCCC(=O)OCC(CC)(COC(CC(C)=O)=O)COC(CC(C)=O)=O)(=O)OCC(CC)(COC(CC(C)=O)=O)COC(CC(C)=O)=O